Sodium methyl arsenate [As](OC)([O-])([O-])=O.[Na+].[Na+]